C(C1=CC=CC=C1)(=O)O[C@H]1C(=O)O[C@@H]([C@H]1OC(C1=CC=CC=C1)=O)COC(C1=CC=CC=C1)=O 2,3,5-Tri-O-benzoyl-D-ribono-1,4-lactone